(S)-N-((S)-1-cyano-2-(4-(5-cyano-4-methylthiazol-2-yl)-2-fluorophenyl)ethyl)-1,4-oxazepane-2-carboxamide C(#N)[C@H](CC1=C(C=C(C=C1)C=1SC(=C(N1)C)C#N)F)NC(=O)[C@H]1OCCCNC1